C[C@H]1N(C[C@@H]([C@H]([C@@H]1O)O)O)C[C@H]1CN(CC1)C=1C=NC=CC1C(F)(F)F (2R,3R,4R,5S)-2-methyl-1-(((S)-1-(4-(trifluoromethyl)pyridin-3-yl)pyrrolidin-3-yl)methyl)piperidine-3,4,5-triol